N'-(((R)-2,8-difluoro-1,2,3,5,6,7-hexahydro-s-indacen-4-yl)carbamoyl)-2,2-dimethyl-2,3-dihydropyrazolo[5,1-b]oxazole-7-sulfonimidamide F[C@H]1CC2=C(C=3CCCC3C(=C2C1)NC(=O)N=S(=O)(N)C=1C=NN2C1OC(C2)(C)C)F